ethyl 9,18-dihydroxyoctadecanoate OC(CCCCCCCC(=O)OCC)CCCCCCCCCO